sodium carboxyglycinate C(=O)(O)NCC(=O)[O-].[Na+]